COC=1C=CC=2C=3C(C=NC2N1)=NC=NC3O 8-methoxypyrimido[4,5-c][1,8]naphthyridin-1-ol